(S,E)-4'-(2-(Hydroxymethyl)-4-(methoxyimino)pyrrolidine-1-carbonyl)-2'-methoxy-2-methyl-[1,1'-biphenyl]-3-carbonitrile OC[C@H]1N(C/C(/C1)=N/OC)C(=O)C1=CC(=C(C=C1)C1=C(C(=CC=C1)C#N)C)OC